(Z)-2-(4-chloro-3-nitrobenzylidene)-6-((2,6-dimethylbenzyl)sulfonyl)-2H-benzo[b][1,4]thiazin-3(4H)-one ClC1=C(C=C(\C=C/2\C(NC3=C(S2)C=CC(=C3)S(=O)(=O)CC3=C(C=CC=C3C)C)=O)C=C1)[N+](=O)[O-]